m-trifluoromethylphenyl-[1,1'-biphenyl]-4,4'-diamine FC(C=1C(=C(C=CC1N)C1=CC=C(C=C1)N)C1=CC=CC=C1)(F)F